di-tert-butyl peroxyazelate C(CCCCCCCC(=O)OC(C)(C)C)(=O)OOC(C)(C)C